BrC1=C(C=C(C=N1)N1N=NC(=C1)C(=O)NC1=CNC2=CC(=C(C=C12)F)F)F 1-(6-bromo-5-fluoro-3-pyridyl)-N-(5,6-difluoro-1H-indol-3-yl)triazole-4-carboxamide